5-Chloro-6-[3-methyl-6-(trifluoromethyl)-3H-imidazo[4,5-b]pyridin-2-yl]pyridine-2-carboxylic acid methyl ester COC(=O)C1=NC(=C(C=C1)Cl)C1=NC=2C(=NC=C(C2)C(F)(F)F)N1C